C(C)C(CC)(CC)N1N=CC(=C1)C1=CC(=NC=C1)N 4-(1-(3-Ethylpentan-3-yl)-1H-pyrazol-4-yl)pyridin-2-amine